2-cyclopropyl-N-{3-[2-(3,4-dichlorophenoxy)acetamido]bicyclo[1.1.1]pent-1-yl}-1,3-oxazole-5-carboxamide C1(CC1)C=1OC(=CN1)C(=O)NC12CC(C1)(C2)NC(COC2=CC(=C(C=C2)Cl)Cl)=O